4-iodo-1-methyl-3-(5-(1-methyl-4-(methyl-d3)-1H-1,2,3-triazol-5-yl)-3-nitropyridin-2-yl)-1H-pyrazole-5-carboxylic acid methyl ester COC(=O)C1=C(C(=NN1C)C1=NC=C(C=C1[N+](=O)[O-])C1=C(N=NN1C)C([2H])([2H])[2H])I